NC1=NNC(C2=C1N(C=C2[C@H]2CN(CC2)C(\C=C\[C@@H]2N(CC2)CC)=O)C2=CC=C(C=C2)OC2=C(C=CC=C2)F)=O 7-Amino-3-((S)-1-((E)-3-((R)-1-ethylazetidin-2-yl)acryloyl)pyrrolidin-3-yl)-1-(4-(2-fluorophenoxy)phenyl)-1,5-dihydro-4H-pyrrolo[2,3-d]pyridazin-4-on